C(C)OC(=O)C1=C(N(C(=C1C=O)C)C1=C(C(=CC=C1)OC1CC1)Cl)C.FC(F)(F)C=1N=NC=CC1 trifluoromethyl-diazine Ethyl-1-[2-chloro-3-(cyclopropoxy)phenyl]-4-formyl-2,5-dimethyl-pyrrole-3-carboxylate